COC1=C(C(=CC(=C1)B1OC(C(O1)(C)C)(C)C)C)C=1C=CC=2C(=NC(=CN2)[C@H]2CN(CCC2)C(=O)OC(C)(C)C)N1 tert-butyl (3R)-3-[6-[2-methoxy-6-methyl-4-(4,4,5,5-tetramethyl-1,3,2-dioxaborolan-2-yl)phenyl]pyrido[2,3-b]pyrazin-3-yl]piperidine-1-carboxylate